[Fe].[Cr].[Fe] iron-chromium-iron